ClC=1C=C(C=CC1Cl)C1=NNC(C2=CC(=C(C=C12)C)C)=O 4-(3,4-dichlorophenyl)-6,7-dimethyl-2H-phthalazin-1-one